COC1=CC=CC(=N1)C1=NC2=C(N1C=1C=C3CCC(NC3=CC1)=O)C=CC(=C2)C(=O)NC 2-(6-methoxypyridin-2-yl)-N-methyl-1-(2-oxo-1,2,3,4-tetrahydroquinolin-6-yl)-1H-benzo[d]imidazole-5-carboxamide